3-phenylpropyl-dimethylmethoxysilane Vanadium-cobalt [Co].[V].C1(=CC=CC=C1)CCC[Si](OC)(C)C